11-Hydroxy-heptacosanoic acid OC(CCCCCCCCCC(=O)O)CCCCCCCCCCCCCCCC